CC(C(=O)OC)(\C=C(\CCCCCCCCCCCCCC)/CCC=CCCCCC)C Methyl (Z)-2,2-dimethyl-4-(non-3-en-1-yl)octadecenoate